C(C1=CC=CC=C1)OC(=O)N1[C@H](CCC1)C(=O)O (2R)-1-benzyloxycarbonylpyrrolidine-2-carboxylic acid